ClC1=NC2=C(C=C(C=C2C=C1)I)Cl 2,8-dichloro-6-iodoquinoline